C1=CC2=C3C(=C1)C=CC4=C(C=CC(=C43)C=C2)[N+](=O)[O-] The molecule is a nitroarene that is pyrene substituted at the 1-position by a nitro group. A by-product of combustion, it is the predominant nitrated polycyclic aromatic hydrocarbon emitted in a diesel engine. It has a role as a carcinogenic agent. It derives from a hydride of a pyrene.